C(C(CCCC)O)O Hexan-1,2-diol